6-bromo-N-[(1R)-1-[3-(difluoromethyl)-2-fluorophenyl]ethyl]pyrido-[3,4-d]pyrimidin-4-amine BrC1=CC2=C(N=CN=C2N[C@H](C)C2=C(C(=CC=C2)C(F)F)F)C=N1